ClC1=CC=C(OC2=C(C(=O)NC3=C(C=CC=C3)\C=C\C(=O)NO)C=CC=C2)C=C1 (E)-2-(4-chlorophenoxy)-N-(2-(3-(hydroxyamino)-3-oxoprop-1-en-1-yl)phenyl)benzamide